COC(C(C)(C)C1=CC=C(C=C1)Br)=O.OC1=CC2=CC=C(C=C2C=C1)O 2,6-dihydroxynaphthalene methyl-2-(p-bromophenyl)-2-methylpropionate